(benzyloxy)-1,5-naphthyridine-2-carboxylic acid C(C1=CC=CC=C1)OC=1C(=NC2=CC=CN=C2C1)C(=O)O